12-{4-[(tert-butoxy)carbonyl]phenoxy}dodecanoic acid C(C)(C)(C)OC(=O)C1=CC=C(OCCCCCCCCCCCC(=O)O)C=C1